C(C)N1C2=CC=CC=C2C=2C=C(C=CC12)C=O N-ethyl-carbazole-3-formaldehyde